OC1CCN(CC1)C1=CC=C(C=C1)SC1=CC2=C(NC(=N2)NC(OC)=O)C=C1 methyl (5-((4-(4-hydroxypiperidin-1-yl)phenyl)thio)-1H-benzo[d]imidazol-2-yl)carbamate